ClC=1C(=CC=C2N=CC(=NC12)C=1C=NN(C1)C1CCN(CC1)CC(=O)N)OC1=CC2=C(N=C(N2COCC[Si](C)(C)C)C)C=C1 2-[4-[4-[8-chloro-7-[2-methyl-3-(2-trimethylsilylethoxymethyl)benzimidazol-5-yl]oxy-quinoxalin-2-yl]pyrazol-1-yl]-1-piperidyl]acetamide